ClC1=CC=CC2=CC3=C(C=CC=C3C=C12)Cl 1,5-dichloroanthracene